1-(tert-butyl)-4-(((4-methoxyphenyl)ethyl)sulfonyl)benzene C(C)(C)(C)C1=CC=C(C=C1)S(=O)(=O)CCC1=CC=C(C=C1)OC